3-(3-(difluoromethyl)-4-fluoro-2-methoxyphenyl)-4,5-dimethyl-5-(trifluoromethyl)tetrahydrofuran-2-carboxylic acid FC(C=1C(=C(C=CC1F)C1C(OC(C1C)(C(F)(F)F)C)C(=O)O)OC)F